C1(CCCCC1)NC(=O)C=1SC=C2C1N=C(NC2=O)C2=CC=NC=C2 N-cyclohexyl-4-oxo-2-(pyridin-4-yl)-3,4-dihydrothieno[3,4-d]pyrimidine-7-carboxamide